N-(2-chloro-6-methylphenyl)-2-((6-(4-(8-((2-(2,6-dioxopiperidin-3-yl)-1,3-dioxoisoindolin-4-yl)amino)-8-oxooctanoyl)piperazin-1-yl)-2-methylpyrimidin-4-yl)amino)thiazole-5-carboxamide ClC1=C(C(=CC=C1)C)NC(=O)C1=CN=C(S1)NC1=NC(=NC(=C1)N1CCN(CC1)C(CCCCCCC(=O)NC1=C2C(N(C(C2=CC=C1)=O)C1C(NC(CC1)=O)=O)=O)=O)C